3-hexyne-1,6-diol C(CC#CCCO)O